(S)-N-((R)-(3-chloro-2,4-difluorophenyl)(3,3-dimethylcyclobutyl)methyl)-5-oxo-pyrrolidine-3-carboxamide ClC=1C(=C(C=CC1F)[C@H](NC(=O)[C@@H]1CNC(C1)=O)C1CC(C1)(C)C)F